ClC1=C(C=CC=C1C1=C(C(=NC=C1)C1=CC(=C(C=C1)CN1CC2(C1)NC(CC2)=O)OC)Cl)C2=CC=C(C(=N2)OC)CN2CC1(C2)NC(CC1)=O 2-((6-(2-Chloro-3-(3-chloro-2-(3-methoxy-4-((6-oxo-2,5-diazaspiro[3.4]octan-2-yl)methyl)phenyl)pyridin-4-yl)phenyl)-2-methoxypyridin-3-yl)methyl)-2,5-diazaspiro[3.4]octan-6-one